7-(4-fluorophenyl)-5-(2-hydroxy-1-(1'-methyl-1'H-[1,3'-bipyrazole]-5'-carboxamido)propan-2-yl)-3-methyl-2,3-dihydrofuro[2,3-c]pyridine-3-carboxamide FC1=CC=C(C=C1)C=1N=C(C=C2C1OCC2(C(=O)N)C)C(CNC(=O)C2=CC(=NN2C)N2N=CC=C2)(C)O